IC1C=NC=C(C1=O)I 3,5-diiodo-4-pyridone